(4-aminophenyl)carboxamide NC1=CC=C(C=C1)C(=O)N